CC1(CCC2=C(C3=C(C=C2O1)OC[C@@H]4[C@H]3OC5=C4C=C(C(=C5)O)CCC(C)(C)O)OC)C The molecule is a member of the class of pterocarpan that is a cis-pterocarpan substituted by a hydroxy group at position 9, a 3-hydroxy-3-methylbutyl group at position 8, a methoxy group at position 1 and a dimethylpyran ring fused across positions 2 and 3. It has been isolated from Glycyrrhiza uralensis. It has a role as a plant metabolite. It is a member of pterocarpans, a member of phenols and an aromatic ether.